FC(=C(C(C(P(=O)(OCC)OCC)(F)F)(F)F)F)F 1,1,2,3,3,4,4-heptafluoro-4-(diethoxyphosphinoyl)-1-butene